(4-(3-((tert-butyldimethylsilyl)oxy)phenyl)-2-chloroquinolin-6-yl)(1-methyl-1H-imidazol-5-yl)methanol [Si](C)(C)(C(C)(C)C)OC=1C=C(C=CC1)C1=CC(=NC2=CC=C(C=C12)C(O)C1=CN=CN1C)Cl